2-(3-chloro-8-cyclopropyl-5-oxopyrazolo[1,5-a]pyrido[3,2-e]pyrimidin-4(5H)-yl)-N-(5-fluoropyridin-2-yl)acetamide ClC=1C=NN2C1N(C(C1=C2N=C(C=C1)C1CC1)=O)CC(=O)NC1=NC=C(C=C1)F